5-bromo-1,3-dihydro-2H-pyrrolo[2,3-b]pyridin-2-one BrC=1C=C2C(=NC1)NC(C2)=O